thiobis-(4-methyl-6-tert-butylphenol) S(C1=C(C(=CC(=C1)C)C(C)(C)C)O)C1=C(C(=CC(=C1)C)C(C)(C)C)O